2-[3-[(2-methylpropan-2-yl)oxycarbonylamino]-5-oxo-1-(3-oxo-4H-pyrido[3,2-b][1,4]oxazin-6-yl)pyrrolidin-3-yl]ethyl methanesulfonate CS(=O)(=O)OCCC1(CN(C(C1)=O)C=1C=CC=2OCC(NC2N1)=O)NC(=O)OC(C)(C)C